C(C)C1=NN(C(=C1)C1=NC(=NO1)C1(CC1)C1=CC(=CC=C1)C)C 5-(3-Ethyl-1-methyl-1H-pyrazol-5-yl)-3-[1-(3-methylphenyl)cyclopropyl]-1,2,4-oxadiazole